2-{2-cyclopropyl-4-[4-(2-methoxy-phenyl)-piperidin-1-yl]-6-methyl-pyrimidin-5-yl}-N,N-dimethyl-acetamide C1(CC1)C1=NC(=C(C(=N1)N1CCC(CC1)C1=C(C=CC=C1)OC)CC(=O)N(C)C)C